2-(4-(2-acetyl-5-chlorophenyl)-3-methoxy-6-oxopyridazin-1(6H)-yl)-3-mono(4-fluorophenyl)propionic acid C(C)(=O)C1=C(C=C(C=C1)Cl)C=1C(=NN(C(C1)=O)C(C(=O)O)CC1=CC=C(C=C1)F)OC